FCCN(CC(=O)OC)CC(=O)OC Dimethyl N-(2-fluoroethyl)iminodiacetate